(S)-5-((5-chloro-8-((5,6-dihydro-4H-pyrrolo[1,2-c][1,2,3]triazol-3-yl)methoxy)-7-fluoro-1,2,3,4-tetrahydroisoquinolin-1-yl)methyl)-5-azaspiro[2.4]heptan-6-one hydrochloride Cl.ClC1=C2CCN[C@@H](C2=C(C(=C1)F)OCC1=C2N(N=N1)CCC2)CN2CC1(CC1)CC2=O